1-((1R,5S)-3,8-diazabicyclo[3.2.1]octan-8-yl)-6-(8-ethynylnaphthalen-1-yl)-3-((tetrahydro-1H-pyrrolizin-7a(5H)-yl)methoxy)-5,6,7,8-tetrahydro-2,6-naphthyridine-4-carbonitrile [C@H]12CNC[C@H](CC1)N2C2=NC(=C(C=1CN(CCC21)C2=CC=CC1=CC=CC(=C21)C#C)C#N)OCC21CCCN1CCC2